C(CCCC)OC1=CC=C(C=C1)[C@@H](CC(=O)O)C#CC (3R)-3-[4-(pentyloxy)phenyl]hex-4-ynoic acid